FC1=C(C=2OCC(N3C=CC(C(=C1)C32)=O)C)N3C(CCCC3)=O 7-fluoro-2-methyl-6-[(1S)-2-oxo-1-piperidinyl]-4-oxa-1-azatricyclo[7.3.1.05,13]tridecan-5(13),6,8,11-tetraen-10-one